C(C)(C)[Si](OC(=COC(F)(F)F)C=1C=C(C=CC1)C)(C(C)C)C(C)C Triisopropyl((1-(m-tolyl)-2-(trifluoromethoxy)vinyl)oxy)silane